1-(3-methylenecyclobutyl)pyrrolidin-2-one C=C1CC(C1)N1C(CCC1)=O